N,N'-bis(2-hydroxypropyl)urea OC(CNC(=O)NCC(C)O)C